NCC1=NNC(C2=CC=C(C=C12)C=1C=NN(C1C1=C(C2=C(OC[C@@H]3N2CCOC3)C=C1F)C#N)C([2H])([2H])[2H])=O (P)-(R)-9-(4-(4-(aminomethyl)-1-oxo-1,2-dihydrophthalazin-6-yl)-1-(methyl-d3)-1H-pyrazol-5-yl)-8-fluoro-1,2,4a,5-tetrahydro-4H-benzo[b][1,4]oxazino[4,3-d][1,4]oxazine-10-carbonitrile